N1=CC(=CC2=CC=CC=C12)N1S(CC(C2=C1C=CC=C2)=O)(=O)=O 1-(quinolin-3-yl)-1H-2,1-benzothiazin-4(3H)-one 2,2-dioxide